C12CCCC(C(C1C(=O)OCC(C)C)C(=O)OCC(C)C)C=C2 diisobutyl bicyclo[3.2.2]non-8-ene-6,7-dicarboxylate